Cl.N[C@]1(CCC=2C=3C1=C1C(=NC3C=C(C2C)F)C2=CC3=C(C(N2C1)=O)COC([C@]3(O)CC)=O)C (1S,9S)-1-amino-9-ethyl-5-fluoro-9-hydroxy-1,4-dimethyl-2,3,12,15-tetra-hydrobenzo[de]pyrano[3',4':6,7]indolizino[1,2-b]quinoline-10,13(1H,9H)-dione hydrochloride